tert-butyl N-[(9R,13S)-3-(2H3)methyl-9-methyl-8-oxo-3,4,7-triazatricyclo[12.3.1.02,6]octadeca-1(18),2(6),4,14,16-pentaen-13-yl]carbamate C(N1C=2C=3C=CC=C([C@H](CCC[C@H](C(NC2C=N1)=O)C)NC(OC(C)(C)C)=O)C3)([2H])([2H])[2H]